2-(4-fluorophenyl)-3-(2-methylpyridin-4-yl)-5-(oxetan-3-yl)-4,5,6,7-tetrahydropyrazolo[1,5-a]pyrazine FC1=CC=C(C=C1)C1=NN2C(CN(CC2)C2COC2)=C1C1=CC(=NC=C1)C